3-(3-propyl-1H-pyrrolo[3,2-b]pyridin-5-yl)aniline neodymium neodecanoate salt C(CCCCCC(C)(C)C)(=O)[O-].[Nd+3].C(CC)C1=CNC=2C1=NC(=CC2)C=2C=C(N)C=CC2.C(CCCCCC(C)(C)C)(=O)[O-].C(CCCCCC(C)(C)C)(=O)[O-]